C12CCCC2C(C1)C(=O)[O-] bicyclo[3.2.0]heptane-6-carboxylate